9-[4-(difluoromethoxy)phenyl]-7-{2H-spiro[1-benzofuran-3,1'-cyclopropane]-5-yl}-2-[(2,2,2-trifluoroethyl)amino]-8H-pyrido[1,2-a]pyrimidin-8-one FC(OC1=CC=C(C=C1)C=1C(C(=CN2C1N=C(C=C2)NCC(F)(F)F)C=2C=CC1=C(C2)C2(CC2)CO1)=O)F